NC=1C(=NC2=C(C(=C(C=C2C1N(C1C2CN(C1C2)C(=O)OC(C)(C)C)C(=O)OC(C)(C)C)CCC#N)Br)F)SC tert-Butyl (endo)-5-((3-amino-7-bromo-6-(2-cyanoethyl)-8-fluoro-2-(methylthio)quinolin-4-yl)(tert-butoxycarbonyl)amino)-2-azabicyclo[2.1.1]hexane-2-carboxylate